4-[3,5-bis(trifluoromethyl)phenoxy]-3-cyano-N-(1,3,4-thiadiazol-2-yl)benzene-1-sulfonamide FC(C=1C=C(OC2=C(C=C(C=C2)S(=O)(=O)NC=2SC=NN2)C#N)C=C(C1)C(F)(F)F)(F)F